[Cl-].[Cl-].[Ti+2].C[SiH](NC(C)(C)C)C dimethyl-(t-butylamino)silane titanium dichloride